tert-Butyl (S)-(3-(4-(benzyloxy)-3-nitrophenyl)-1-(2,2-dimethyl-4,6-dioxo-1,3-dioxan-5-yl)-1-oxopropan-2-yl)carbamate C(C1=CC=CC=C1)OC1=C(C=C(C=C1)C[C@@H](C(=O)C1C(OC(OC1=O)(C)C)=O)NC(OC(C)(C)C)=O)[N+](=O)[O-]